methyl (2-(3-(1-(23-chloro-4-oxo-8,11,14,17-tetraoxa-5-azatricosanoyl)piperidin-4-yl)-5'-fluoro-1'-methyl-1H,1'H-[4,6'-biindazol]-1-yl)acetyl)glycylglycinate ClCCCCCCOCCOCCOCCOCCNC(CCC(=O)N1CCC(CC1)C1=NN(C=2C=CC=C(C12)C1=C(C=C2C=NN(C2=C1)C)F)CC(=O)NCC(=O)NCC(=O)OC)=O